OC1=C(C=C(C=C1)\C=C\C1=CC=C(C=C1)O)OC 4,4'-dihydroxy-3-methoxy-trans-stilbene